(R)-1-(5-(2-(2,6-dichlorophenyl)acetyl)-2,3-dihydro-1H-inden-1-yl)piperidine-4-carboxylic acid ClC1=C(C(=CC=C1)Cl)CC(=O)C=1C=C2CC[C@H](C2=CC1)N1CCC(CC1)C(=O)O